ClC1([C@H]([C@@H]1C1=CC(=CC(=C1)Cl)Cl)C(=O)NC1=CC(=C(C=C1)Cl)NC([C@@H](C)OC1=CC=CC=C1)=O)Cl |&1:24| trans-rac-2,2-Dichloro-N-(4-chloro-3-(2-phenoxypropanamido)phenyl)-3-(3,5-dichlorophenyl)cyclopropane-1-carboxamide